(E)-5-(2-(furan-3-yl)vinyl)-2-(prop-1-en-2-yl)benzene-1,3-diol O1C=C(C=C1)/C=C/C=1C=C(C(=C(C1)O)C(=C)C)O